BrC1=CC=C(S1)CN1N=CNC1=O ((5-bromothiophen-2-yl)methyl)-2,4-dihydro-3H-1,2,4-triazol-3-one